OCC1C(N(CCC1)C(=O)OCC1=CC=CC=C1)C Benzyl 3-(hydroxymethyl)-2-methyl-piperidine-1-carboxylate